Cl.NC=1N=NC(=CC1N1CC(N(CC1)C1=CC=CC=C1)C(=O)NC1CCNCC1)C1=C(C=CC=C1)O 4-(3-amino-6-(2-hydroxyphenyl)pyridazin-4-yl)-1-phenyl-N-(piperidin-4-yl)piperazine-2-carboxamide, hydrochloride salt